(S)-N-(2-cyclopropyl-4-methyl-5-oxo-5,6,7,8-tetrahydro-4H-pyrazolo[1,5-a][1,3]diazepin-6-yl)-1-(1-(4-fluorophenyl)ethyl)-1H-1,2,4-triazole-3-carboxamide C1(CC1)C1=NN2C(N(C(C(CC2)NC(=O)C2=NN(C=N2)[C@@H](C)C2=CC=C(C=C2)F)=O)C)=C1